N-(4-methoxyphenyl)-4'-(trifluoromethoxy)-[1,1'-biphenyl]-4-sulfonamide COC1=CC=C(C=C1)NS(=O)(=O)C1=CC=C(C=C1)C1=CC=C(C=C1)OC(F)(F)F